2-[2-[4-(8-chloro-4-methyl-quinazolin-2-yl)phenoxy]ethoxy]acetic acid ClC=1C=CC=C2C(=NC(=NC12)C1=CC=C(OCCOCC(=O)O)C=C1)C